N-benzoyl-N-(2-(3-(trifluoromethyl)phenyl)pyridin-3-yl)benzamide ethyl-(Z)-2-azido-3-(2-methylthiazol-5-yl)prop-2-enoate C(C)OC(/C(=C/C1=CN=C(S1)C)/N=[N+]=[N-])=O.C(C1=CC=CC=C1)(=O)N(C(C1=CC=CC=C1)=O)C=1C(=NC=CC1)C1=CC(=CC=C1)C(F)(F)F